2-[1-[6-Methyl-2-(2-methylindazol-4-yl)-4-oxo-chromen-8-yl]ethylamino]benzoic acid CC=1C=C2C(C=C(OC2=C(C1)C(C)NC1=C(C(=O)O)C=CC=C1)C=1C2=CN(N=C2C=CC1)C)=O